OC1=CC(=CO1)C 5-hydroxy-3-methylfuran